4-phenylspiro[benzo[e][1,3]oxazin-2,1'-cyclohexane]-3(4H)-ol C1(=CC=CC=C1)C1N(C2(CCCCC2)OC2=C1C=CC=C2)O